4-(benzyloxy)-3-(1,3-dithiolan-2-yl)-5-fluoro-N-(4-(pyrrolidin-1-yl)-3-(trifluoromethyl)phenyl)benzamide C(C1=CC=CC=C1)OC1=C(C=C(C(=O)NC2=CC(=C(C=C2)N2CCCC2)C(F)(F)F)C=C1F)C1SCCS1